ClC1=C2C=C(N(C2=CC(=C1F)OC)C)C(=O)NC1(COC1)C1=C(C=C(C(=O)O)C=C1)C 4-[3-(4-chloro-5-fluoro-6-methoxy-1-methyl-1H-indole-2-amido)oxetan-3-yl]-3-methylbenzoic acid